FC(C(=O)[O-])(F)F.CC(CC)[NH3+] methyl-propan-1-aminium 2,2,2-trifluoroacetate